(1S,3S)-3-((2-(5-chloro-3-(((4-cyclopropoxypyrimidin-2-yl)amino)methyl)thiophen-2-yl)-4-methylpyrimidin-5-yl)oxy)cyclohexane-1-carboxylic acid ClC1=CC(=C(S1)C1=NC=C(C(=N1)C)O[C@@H]1C[C@H](CCC1)C(=O)O)CNC1=NC=CC(=N1)OC1CC1